ClC=1C=C(C=C(C1)F)[C@@H]1[C@H](C1)C(=O)NC1=NC=NC(=C1)Cl |r| rac-(1S*,2S*)-2-(3-chloro-5-fluorophenyl)-N-(6-chloropyrimidin-4-yl)cyclopropane-1-carboxamide